CC(CCC=CC)C(=O)O hept-5-ene-2-carboxylic acid